2-[(1S)-1-cyclohexylethoxy]-4-(3-ethyl-4-methyl-5-oxo-4,5-dihydro-1H-1,2,4-triazol-1-yl)-5-fluoro-N-(1-methyl-1H-pyrazol-5-yl)benzamide C1(CCCCC1)[C@H](C)OC1=C(C(=O)NC2=CC=NN2C)C=C(C(=C1)N1N=C(N(C1=O)C)CC)F